3-(cyclohexylmethylene)-7-methylbenzo[d]isoxazole C1(CCCCC1)C=C1NOC2=C1C=CC=C2C